(tert-butyl)(2-chloro-4-((cyclooct-4-en-1-yloxy)methyl)phenoxy)dimethylsilane C(C)(C)(C)[Si](C)(C)OC1=C(C=C(C=C1)COC1CCC=CCCC1)Cl